COC(C1=C(C(=CC=C1Cl)Br)C)=O.OCCCOC1=C(C=CC=C1)\C=C\C(=O)C1=CC=CC=C1 (3-hydroxypropyloxy)chalcone methyl-3-bromo-6-chloro-2-methylbenzoate